FC(C(C(C(C(C(F)(F)F)(F)F)(F)F)(F)F)(F)F)(F)OCCOCCOCCOCCOCCO pentaethylene glycol perfluorohexyl ether